N-cyclohexyl-1-{methyl[2-(pyridin-2-yl)-5H,6H,7H-cyclopenta[d]pyrimidin-4-yl]amino}cyclopropane-1-carboxamide C1(CCCCC1)NC(=O)C1(CC1)N(C=1C2=C(N=C(N1)C1=NC=CC=C1)CCC2)C